CC1=CC=C(C=N1)C=1SC=C(N1)C#N 2-(6-methylpyridin-3-yl)-1,3-thiazole-4-carbonitrile